C(C)OC(C(=C(C)C)C(NC1=NC=C(C=C1)F)=O)=O 2-((5-fluoropyridin-2-yl)carbamoyl)-3-methylbut-2-enoic acid ethyl ester